N-(3-(2-fluorobenzyl)-4-oxo-3,4-dihydroquinazolin-5-yl)-5-hydroxy-6-(trifluoromethyl)picolinamide FC1=C(CN2C=NC3=CC=CC(=C3C2=O)NC(C2=NC(=C(C=C2)O)C(F)(F)F)=O)C=CC=C1